FC1=CC=2N(C=C1)C(=CN2)C2=C1CNC(C1=C(C=C2)NC2=NC=C(C=C2)N2C[C@H](OCC2)CN2C=NC=C2)=O 4-(7-fluoro-imidazo[1,2-a]pyridin-3-yl)-7-[[5-[(2S)-2-(imidazol-1-ylmethyl)morpholin-4-yl]-2-pyridyl]amino]isoindolin-1-one